(5S)-3'-[2,6-Difluoro-4-(2-phenylethynyl)phenyl]-1'-methyl-spiro[7,8-dihydro-6H-quinoline-5,6'-hexahydropyrimidine]-2',4'-dione FC1=C(C(=CC(=C1)C#CC1=CC=CC=C1)F)N1C(N([C@@]2(CC1=O)C=1C=CC=NC1CCC2)C)=O